ClC1=NC=CC(=C1C(CCC=C)=O)I 1-(2-chloro-4-iodopyridin-3-yl)pent-4-en-1-one